5-(2-(tert-butyl)-1H-pyrrolo[2,3-b]pyridin-4-yl)-1H-indazol-3-amine C(C)(C)(C)C1=CC=2C(=NC=CC2C=2C=C3C(=NNC3=CC2)N)N1